2-(2-((6-(3-carbamoylphenyl)-3-methyl-2-oxo-2,3-dihydro-1H-benzo[d]imidazol-1-yl)methyl)phenyl)acetic acid C(N)(=O)C=1C=C(C=CC1)C=1C=CC2=C(N(C(N2C)=O)CC2=C(C=CC=C2)CC(=O)O)C1